(1S,2S)-2-(difluoromethoxy)-N-[[5-(trifluoromethyl)-2-pyridyl]methyl]cyclopentanamine FC(O[C@@H]1[C@H](CCC1)NCC1=NC=C(C=C1)C(F)(F)F)F